bistrimellitic dianhydride C(C=1C(C(=O)O)=CC(C(=O)O)=CC1)(=O)OC(C=1C=C(C(C(=O)OC(C=2C(C(=O)O)=CC(C(=O)O)=CC2)=O)=CC1)C(=O)O)=O